N-[(6-Amino-2-pyridyl)sulfonyl]-6-(2,6-dimethylphenyl)-2-(2,4,6-trimethylphenoxy)pyridin-3-carboxamid NC1=CC=CC(=N1)S(=O)(=O)NC(=O)C=1C(=NC(=CC1)C1=C(C=CC=C1C)C)OC1=C(C=C(C=C1C)C)C